(2s,4s)-N-methyl-6-oxo-N-((1r,3r)-3-(m-tolyl)cyclobutyl)-7-oxa-5-azaspiro[3.4]octane-2-carboxamide CN(C(=O)C1CC2(C1)NC(OC2)=O)C2CC(C2)C=2C=C(C=CC2)C